2-(6-(2-aminothiazolo[4,5-b]pyrazin-6-yl)pyridin-3-yl)propan-2-ol NC=1SC=2C(=NC=C(N2)C2=CC=C(C=N2)C(C)(C)O)N1